NC1=NC(N(C=C1F)[C@@H]1O[C@@]([C@H]([C@@H]1F)O)(CO)CBr)=O 4-amino-1-((2R,3S,4R,5R)-5-(bromomethyl)-3-fluoro-4-hydroxy-5-(hydroxymethyl)tetrahydrofuran-2-yl)-5-fluoropyrimidin-2(1H)-one